ClC=1C=C(C=C(C1)Cl)C=1N=NN(C1)[C@H](C(=O)N1[C@@H](C[C@H](C1)O)C(=O)NC)C(C)(C)C (2S,4r)-1-[(2S)-2-[4-(3,5-dichlorophenyl)triazol-1-yl]-3,3-dimethyl-butyryl]-4-hydroxy-N-methyl-pyrrolidine-2-carboxamide